C1(CC1)C1=CC=C(C=N1)C1COC2=C(O1)C(=CC(=C2)CN2C=NC1=C2C=CC=C1)OC 1-((2-(6-cyclopropylpyridin-3-yl)-8-methoxy-2,3-dihydrobenzo[b][1,4]dioxin-6-yl)methyl)-1H-benzo[d]imidazole